BrC=1C=CC(=NC1C)C(=O)NC 5-bromo-N,6-dimethylpicolinamide